C1(CC1)CN1C(NC(C2=CC(=CC=C12)S(=O)(=O)NC1(CC1)C)=O)=O 1-(cyclopropylmethyl)-N-(1-methylcyclopropyl)-2,4-dioxo-quinazoline-6-sulfonamide